3-hydroxy-2-bromobenzaldehyde OC=1C(=C(C=O)C=CC1)Br